C(C)OC(CC1CC2(CN(C2)C2=CC=C(C=C2)C=2C=C3C(N(CC3=C(C2)F)C(C(NC=2SC=CN2)=O)C2=C3N(C=N2)CCC3)=O)C1)=O 2-[2-[4-[2-[1-(6,7-dihydro-5H-pyrrolo[1,2-c]imidazol-1-yl)-2-oxo-2-(thiazol-2-ylamino)ethyl]-7-fluoro-3-oxo-isoindolin-5-yl]phenyl]-2-azaspiro[3.3]heptan-6-yl]acetic acid ethyl ester